C(C)(C)(C)OC(=O)C=1C=C2C=3C(C4=C(C(C3NC2=CC1)=O)C=CC=C4)=O.C(CCC)=C4OC(=O)C1=CC=CC=C41 butylidenephthalid tert-butyl-6,11-dioxo-6,11-dihydro-5H-benzo[b]carbazole-2-carboxylate